2-(3-(thiophen-2-yl)phenyl)propionic acid S1C(=CC=C1)C=1C=C(C=CC1)C(C(=O)O)C